C1(=C(C=CC=C1)N1N=CC=C1)C 1-(o-tolyl)-1H-pyrazole